CSC1=NN=C(S1)C=1C(=NOC1C(=O)N)C1=CSC=C1 [5-(methylsulfanyl)-1,3,4-thiadiazol-2-yl]-3-(thiophen-3-yl)-1,2-oxazole-5-carboxamide